C(=C)C1OC1 2-vinyl-oxirane